BrC1=CC=2C(C3=CC(=CC=C3C2C=C1)Br)(CCC)CCC 2,7-dibromo-9,9-di-n-propylfluorene